propylzinc phosphate P(=O)([O-])([O-])[O-].C(CC)[Zn+].C(CC)[Zn+].C(CC)[Zn+]